(((cis-4-phenylcyclohexyl)oxy)methyl)piperidine-1-carboxylate C1(=CC=CC=C1)[C@H]1CC[C@H](CC1)OCOC(=O)N1CCCCC1